3-pyridineformyl chloride N1=CC(=CC=C1)C(=O)Cl